2H-indazole-5-carboxylic acid N=1NC=C2C=C(C=CC12)C(=O)O